OC1=C2C(C=C(OC2=CC(=C1O)O)C1=CC=CC=C1)=O 5,6,7-Trihydroxy-2-phenyl-chromen-4-one